FC1=C(C(=C2C=CN(C2=C1)[Si](C(C)C)(C(C)C)C(C)C)C=C)C(O)C1=CC(=CC=C1)C1=C(C=NN1C1OCCCC1)C (6-fluoro-1-(triisopropylsilyl)-4-vinyl-1H-indol-5-yl)(3-(4-methyl-1-(tetrahydro-2H-pyran-2-yl)-1H-pyrazol-5-yl)phenyl)methanol